C(CCC(C)(C)C)(=O)O[O-] peroxyneoheptanoate